tetradecahydro-1,4:5,8:9,10-trimethanoanthracene-2,3,6,7-tetracarboxylic acid C12C(C(C(C3C4C5C6C(C(C(C5C(C13)C4)C6)C(=O)O)C(=O)O)C2)C(=O)O)C(=O)O